BrC1=CC=C(C=C1)[C@@H]1CC(CC1)=O (S)-3-(4-bromophenyl)cyclopentanone